FC=1C(=C(C=CC1F)[C@H]1[C@@H](N([C@]([C@H]1C)(C(F)(F)F)C)C)C(=O)NC1=CC(=NC=C1)C(=O)N)OC 4-((2R,3S,4S,5R)-3-(3,4-difluoro-2-methoxyphenyl)-1,4,5-trimethyl-5-(trifluoromethyl)pyrrolidine-2-carboxamido)picolinamide